C(C)N1C(N(C(C(=C1)C1=CC=CC=C1)=O)CC1CCOCC1)=O 1-Ethyl-5-phenyl-3-((tetrahydro-2H-pyran-4-yl)methyl)pyrimidine-2,4(1H,3H)-dione